NC=1C(=C(C=CC1)C1=C(C(=CC=C1)NC(=O)C=1N(C2=C(CN(CC2)C(=O)OC(C)(C)C)N1)C)Cl)Cl tert-butyl 2-((3'-amino-2,2'-dichloro-[1,1'-biphenyl]-3-yl) carbamoyl)-1-methyl-1,4,6,7-tetrahydro-5H-imidazo[4,5-c]pyridine-5-carboxylate